5-fluoro-2-(((3S,4R)-3-hydroxytetrahydro-2H-pyran-4-yl)amino)-7-(1-methyl-2-oxabicyclo[2.1.1]hexan-4-yl)pyrrolo[2,1-f][1,2,4]triazine-6-carbonitrile FC=1C(=C(N2N=C(N=CC21)N[C@H]2[C@@H](COCC2)O)C21COC(C2)(C1)C)C#N